1-ethylpiperazine hydrochloride Cl.C(C)N1CCNCC1